IC1=CN(C2=CC=C(C=C12)C1=NN(C=N1)C1=NC=C(C=N1)OC)C 3-iodo-5-(1-(5-methoxypyrimidin-2-yl)-1H-1,2,4-triazol-3-yl)-1-methyl-1H-indole